1-(4-vinylpyridin-2-yl)methanimine C(=C)C1=CC(=NC=C1)C=N